ClC=1C=C(C=C(C1)Cl)C1=NC(=CC(=C1)CN1CCC(CC1)COC(NC)=O)OC=1C=NC(=NC1)N1CCN(CC1)C[C@@H](C)O (R)-(1-((2-(3,5-dichlorophenyl)-6-((2-(4-(2-hydroxypropyl)piperazin-1-yl)pyrimidin-5-yl)oxy)pyridin-4-yl)methyl)piperidin-4-yl)methylmethylcarbamate